[N+](=O)([O-])C=1C=CC=C2CCN(C(C12)=O)C 8-nitro-2-methyl-3,4-dihydroisoquinolin-1(2H)-one